C(C(C)C)(=O)N[C@@H](CCCCN)C(=O)[O-].C(C(C)C)(=O)N[C@@H](CCCCN)C(=O)[O-].[Ca+2] calcium di-(isobutyryl lysinate)